C(C1=CC=CC=C1)N(C)CC1=NC(=NC(=N1)NC1=CC=C(C=C1)OC)N 6-((Benzyl(methyl)amino)methyl)-N2-(4-methoxyphenyl)-1,3,5-triazine-2,4-diamine